N1(CCCCC1)CCCNC1=CC=NC2=CC=NC=C12 4-((3-(piperidin-1-yl)propyl)amino)-1,6-naphthyridin